OC1=CC(=C(CNC(COC(CCCCCCCCCCCCCCCCC)=O)=O)C=C1OC)I stearic acid 2-((4-hydroxy-2-iodo-5-methoxybenzyl) amino)-2-oxoethyl ester